FC1=C(C(=O)NC2=CC=C(C=C2)[C@@H]2CNCC2)C=CC(=C1)OC |r| (RS)-2-Fluoro-4-methoxy-N-(4-pyrrolidin-3-yl-phenyl)-benzamid